Tert-butyl (1-methyl-4-oxo-5-(1,1,1-trifluoropropan-2-yl)-4,5-dihydro-1H-pyrrolo[3,2-c]pyridin-3-yl)carbamate CN1C=C(C=2C(N(C=CC21)C(C(F)(F)F)C)=O)NC(OC(C)(C)C)=O